4-[2-(4-chloro-3-fluorophenoxy)acetylamino]piperidine-1-carboxylic acid tert-butyl ester C(C)(C)(C)OC(=O)N1CCC(CC1)NC(COC1=CC(=C(C=C1)Cl)F)=O